NC1=NC=C(C(=N1)OC(C)C)C(=O)OC methyl 2-amino-4-isopropoxy-pyrimidine-5-carboxylate